CC=1SC(=CC1N1C(=NOCC1)C1=C(N=NC(=C1C)C)SC1=CC(=CC=C1)C(F)(F)F)C (5R,S)-(2,5-dimethyl-3-thienyl)-3-(5,6-dimethyl-3-{[3-(trifluoromethyl)phenyl]sulfanyl}pyridazin-4-yl)-5,6-dihydro-4H-1,2,4-oxadiazine